CC1=CC2=C(C3=CC=CC=C3C(=C2C=C1C)OCC(CCCC)CC)OCC(CCCC)CC 2,3-dimethyl-9,10-bis(2-ethylhexyloxy)anthracene